4-fluoro-2-(4-methoxybenzyl)isoindolin-1-one FC1=C2CN(C(C2=CC=C1)=O)CC1=CC=C(C=C1)OC